N-(4-(2-(2-amino-4,7-dihydro-4-oxo-3H-pyrrolo[2,3-D]pyrimidin-5-yl)ethyl)-benzoyl)-L-glutamic acid NC=1NC(C2=C(N1)NC=C2CCC2=CC=C(C(=O)N[C@@H](CCC(=O)O)C(=O)O)C=C2)=O